FC(C(=O)O)(F)F.CC=1N=C2N(C=C(C=C2C(F)(F)F)NC(=O)N2CCC=3C2=NC=CC3N3CCNC2(CC2)C3)C1 N-(2-methyl-8-(trifluoromethyl)imidazo[1,2-a]pyridin-6-yl)-4-(4,7-diazaspiro[2.5]octan-7-yl)-2,3-dihydro-1H-pyrrolo[2,3-b]pyridine-1-carboxamide 2,2,2-trifluoroacetate